Tris(4-propylphenyl)phosphine C(CC)C1=CC=C(C=C1)P(C1=CC=C(C=C1)CCC)C1=CC=C(C=C1)CCC